1-(1-Nonoxymethyl)-3-(1-butoxymethyl)imidazole C(CCCCCCCC)OCN1CN(C=C1)COCCCC